C(C1=CC=CC=C1)N1[C@H](CC(C[C@H]1C=1N=NN(C1)C)C(=O)NC1=C(C=CC(=C1)C(F)(F)F)Br)C (2S,6S)-1-benzyl-N-[2-bromo-5-(trifluoromethyl)-phenyl]-2-methyl-6-(1-methyltriazol-4-yl)piperidine-4-carboxamide